2,2-diaminobibenzyl NC1(C(C=CC=C1)CCC1=CC=CC=C1)N